pyrrolo[3,2-b]pyrrole N1=C2C(C=C1)=NC=C2